N-((1R,2R)-2-hydroxy-2,3-dihydro-1H-inden-1-yl)-2-(piperidin-4-yl)benzo[d]thiazole-6-carboxamide O[C@H]1[C@@H](C2=CC=CC=C2C1)NC(=O)C1=CC2=C(N=C(S2)C2CCNCC2)C=C1